COC(=O)C=1C=C2C(=NC1)NC(=N2)C2=CC(=CC=C2)Br (3-bromophenyl)-3H-imidazo[4,5-b]pyridine-6-carboxylic acid methyl ester